C(\C=C\C1=CC(OC)=C(O)C=C1)(=O)OCC(O)COC(\C=C\C1=CC(OC)=C(O)C=C1)=O 1,3-Diferuloylglycerol